S1CCC(CC1)C(=O)N1C2CN(C(C1)C2)C2=NC=C(C=C2)C2=NOC(=N2)C(F)(F)F (tetrahydro-2H-thiopyran-4-yl)(5-(5-(5-(trifluoromethyl)-1,2,4-oxadiazol-3-yl)pyridin-2-yl)-2,5-diazabicyclo[2.2.1]heptan-2-yl)methanone